N-(3-methylbenzylidene)(3-cyanopropyl)amine CC=1C=C(C=NCCCC#N)C=CC1